7-methoxy-6-(1-methyl-1H-pyrazol-4-yl)-1,2,3,4-tetrahydroquinoline COC1=C(C=C2CCCNC2=C1)C=1C=NN(C1)C